S(C)(=O)(=O)O.ClC=1C=C(OC2=CC=NC3=CC(=C(C=C23)C(=O)N)OC)C=CC1NC(=O)NC1CC1 4-[3-chloro-4-(N'-cyclopropylureido)phenoxy]-7-methoxyquinoline-6-carboxamide mesylate salt